C(C)(C)(C)OC(=O)N1C2CN(CC1CC2)C=2C1=C(N=C(N2)OCC2CCNCC2)C(=C(N=C1)Cl)F 3-(7-chloro-8-fluoro-2-(piperidin-4-ylmethoxy)pyrido[4,3-d]pyrimidin-4-yl)-3,8-diazabicyclo[3.2.1]octane-8-carboxylic acid tert-butyl ester